2-((6-methoxypyridin-3-yl)methyl)-6-(2-(2,2,2-trifluoroethoxy)pyrimidin-5-yl)pyridazin-3(2H)-one COC1=CC=C(C=N1)CN1N=C(C=CC1=O)C=1C=NC(=NC1)OCC(F)(F)F